2-amino-5-(2-(2-(4,4-difluoropiperidin-1-yl)ethyl)-2H-indazol-5-yl)nicotinic acid NC1=C(C(=O)O)C=C(C=N1)C1=CC2=CN(N=C2C=C1)CCN1CCC(CC1)(F)F